C(C1=CC=CC=C1)OC[C@H](CNC([C@H](C)Cl)=O)O (2S)-N-[(2S)-3-(benzyloxy)-2-hydroxypropyl]-2-chloropropionamide